N12CCCC2CCC1 1-Aza-bicyclo-(3.3.0)-octan